methyl 2-(difluoromethoxy)-6-methoxy-benzoate FC(OC1=C(C(=O)OC)C(=CC=C1)OC)F